NC1=NC=CC=C1C1=CC(=NO1)CC1=CC=C(CNC2=NC=NS2)C=C1 N-(4-((5-(2-aminopyridin-3-yl)isoxazol-3-yl)methyl)benzyl)-1,2,4-thiadiazol-5-amine